5-(2-bromoacetyl)-2-chloropyridine BrCC(=O)C=1C=CC(=NC1)Cl